Bichinolin N1=C(C=CC2=CC=CC=C12)C1=NC2=CC=CC=C2C=C1